C(C)(C)(C)C1C(N(CCN(CCN(CCN1CC(=O)O)CC(=O)O)CC(=O)O)CC(=O)O)(C(C)(C)C)C(C)(C)C tri-tertbutyl-1,4,7,10-tetraazacyclododecane-1,4,7,10-tetraacetic acid